N1(CCNCCC1)C=1C=CC=2N(C(C=C(N2)C2=CC3=C(OCCO3)C=C2)=O)C1 7-(1,4-diazepan-1-yl)-2-(2,3-dihydro-1,4-benzodioxin-6-yl)-4H-pyrido[1,2-a]pyrimidin-4-one